ClC=1C(=C2C(=NC1)NC(=N2)C2=CC=C(C=C2)N2CCN(CC2)CCOC)NC2CCN(CC2)CC 6-Chloro-N-(1-ethylpiperidin-4-yl)-2-{4-[4-(2-methoxyethyl)piperazin-1-yl]phenyl}-3H-imidazo[4,5-b]pyridin-7-amine